(S)-5-((3-(tert-butyl)isoxazol-5-yl)amino)-3-(4-((difluoromethyl)sulfonamido)-3-(1-(4-fluorophenyl)ethoxy)phenyl)-1H-pyrazole-4-carboxamide C(C)(C)(C)C1=NOC(=C1)NC1=C(C(=NN1)C1=CC(=C(C=C1)NS(=O)(=O)C(F)F)O[C@@H](C)C1=CC=C(C=C1)F)C(=O)N